FC1=CC2=C(OCOC2)C(=C1)N=C=O 6-Fluoro-4H-1,3-benzodioxin-8-ylisocyanat